CNC1=NC=C(C=C1C(F)(F)F)[N+](=O)[O-] N-methyl-5-nitro-3-(trifluoromethyl)pyridin-2-amine